ClC1=C(C(=O)NC=2C=NC(=C(C2)Cl)N2CC3C(C3C2)(F)F)C=C(C(=C1)C1=C(C=NC=C1)C#C)F 2-chloro-N-(5-chloro-6-(6,6-difluoro-3-azabicyclo[3.1.0]hexane-3-yl)pyridin-3-yl)-4-(3-ethynylpyridin-4-yl)-5-fluorobenzamide